4-((1RS,3SR)-5'-Bromo-4'-chloro-1',2'-dihydrospiro[cyclopentane-1,3'-pyrrolo[2,3-b]pyridin]-3-yl)morpholine BrC=1C(=C2C(=NC1)NC[C@]21C[C@H](CC1)N1CCOCC1)Cl |r|